2-methoxy-6-(prop-1-en-2-yl)pyridin-4-amine COC1=NC(=CC(=C1)N)C(=C)C